(S)-3-((trimethylsilyl)oxy)pyrrolidin-2-one methyl-1-(2-(2-(2-(tert-butoxy)-2-oxoethoxy)ethoxy)ethyl)piperidine-4-carboxylate COC(=O)C1CCN(CC1)CCOCCOCC(=O)OC(C)(C)C.C[Si](O[C@@H]1C(NCC1)=O)(C)C